FC(SC1=CC=C2C=CN(C2=C1)COCC[Si](C)(C)C)(F)F 6-((trifluoromethyl)thio)-1-((2-(trimethylsilyl)ethoxy)methyl)-1H-indole